Ethylcysteine Hydrochloride Cl.C(C)N[C@@H](CS)C(=O)O